1-(4-(4-(hydroxymethyl)benzyl)-3-oxo-3,4-dihydro-2H-benzo[b][1,4]oxazin-7-yl)-3-(1H-indol-6-yl)urea OCC1=CC=C(CN2C3=C(OCC2=O)C=C(C=C3)NC(=O)NC3=CC=C2C=CNC2=C3)C=C1